NC1=NC=CC(=C1F)CC=1C(=C(C(=C(C(=O)N)C1)NC1=C(C=C(C=C1)I)F)F)F (2-Amino-3-fluoropyridin-4-ylmethyl)-3,4-difluoro-2-((2-fluoro-4-iodophenyl)amino)benzamide